4-(6,7-dimethoxyquinazolin-4-yl)-1,4-diazepan COC=1C=C2C(=NC=NC2=CC1OC)N1CCNCCC1